C(C)N(C(OC1=CC=C(C=C1)\C=C\C(=O)C1=CC=C(C=C1)O)=O)C [4-[(E)-3-(4-Hydroxyphenyl)-3-oxoprop-1-enyl]phenyl] N-ethyl-N-methylcarbamate